BrC1=NN(C(=N1)OC1=CC(=C(C(=C1)C(F)(F)F)F)C)C(C)C 3-bromo-5-[4-fluoro-3-methyl-5-(trifluoromethyl)phenoxy]-1-(Prop-2-yl)-1H-1,2,4-triazole